CC=1C2=C(SC1)SCCO2 methylthioethylenedioxythiophene